OC=1C=NN(C1)C1CC2(CN(C2)C(=O)OC(C)(C)C)C1 tert-butyl 6-(4-hydroxy-1H-pyrazol-1-yl)-2-azaspiro[3.3]heptane-2-carboxylate